1-hydroxy-2-[(2R,4S)-4-[(4-methanesulfonyl-phenoxy)methyl]-2-methylpyrrolidin-1-ylethyl]benzene-1,3-dicarbonitrile OC1(C(C(=CC=C1)C#N)CCN1[C@@H](C[C@@H](C1)COC1=CC=C(C=C1)S(=O)(=O)C)C)C#N